ClC=1C(=C(C(=CC1)C(F)F)C1=CN=C(C(=N1)C(=O)OC(C)(C)C)C=O)F tert-Butyl 6-(3-chloro-6-(difluoromethyl)-2-fluorophenyl)-3-formylpyrazine-2-carboxylate